COCC1(CCC1)CN(C1=C2C(=NC(=C1)C1=CC(=CC=C1)C(F)(F)F)N=C(N2)C2=CC=C(C=C2)N2CCC1(CC(=NO1)C(=O)OCC)CC2)C Ethyl 8-(4-{7-[{[1-(methoxymethyl)cyclobutyl]methyl}(methyl)amino]-5-[3-(trifluoromethyl)phenyl]-1H-imidazo[4,5-b]pyridin-2-yl}phenyl)-1-oxa-2,8-diazaspiro[4.5]deca-2-ene-3-carboxylate